FC=1C=C(C(=NC1)C=1C=NN(C1)C)N 5-Fluoro-2-(1-methyl-1H-pyrazol-4-yl)pyridine-3-amine